ClC1=CC=C(CN2C=CC3=C2C=NC=C3C#N)C=C1 1-(4-chlorobenzyl)-1H-pyrrolo[2,3-c]pyridine-4-carbonitrile